C(=O)(N)NN[N+](=O)[O-] nitrosemicarbazide